(5S,8S,10aR)-5-amino-N-((R)-7-fluorochroman-4-yl)-6-oxo-3-pivaloyldecahydropyrrolo[1,2-a][1,5]diazocine-8-carboxamide hydrochloride Cl.N[C@H]1CN(CC[C@@H]2N(C1=O)[C@@H](CC2)C(=O)N[C@@H]2CCOC1=CC(=CC=C21)F)C(C(C)(C)C)=O